2,4,6,8,10-pentamethyl-2,4,6,8,10-pentavinyl-cyclopentasiloxane C[Si]1(O[Si](O[Si](O[Si](O[Si](O1)(C=C)C)(C=C)C)(C=C)C)(C=C)C)C=C